C(CCCCCCCCCCCCCCC)C=1N=CNC1 4-hexadecyl-1H-imidazole